Cl.N[C@@H](C)C(=O)OCC(CC)(C)C 2,2-dimethylbutyl L-alaninate hydrochloride